C(C1=CC=CC=C1)SC1=CC=CC=2OCOC21 4-Benzylthiobenzo[d][1,3]dioxole